S1C=NC(=C1)B(O)O thiazol-4-ylboronic acid